methyl-trichloro-silane C[Si](Cl)(Cl)Cl